6-bromo-N-[5-(2-fluoroethoxy)-4-methoxy-pyrimidin-2-yl]benzothiophene-3-sulfonamide BrC1=CC2=C(C(=CS2)S(=O)(=O)NC2=NC=C(C(=N2)OC)OCCF)C=C1